tert-butylperoxylaurate C(C)(C)(C)OOC(CCCCCCCCCCC)=O